NC1CCN(CC1)CCOCCOCCNC1=C2C(N(C(C2=CC=C1)=O)C1C(NC(CC1)=O)=O)=O 4-((2-(2-(2-(4-aminopiperidin-1-yl)ethoxy)ethoxy)ethyl)amino)-2-(2,6-dioxopiperidin-3-yl)isoindoline-1,3-dione